(6-(5-methyl-2,4-dioxo-3,4-dihydropyrimidin-1(2H)-yl)-4-tritylmorpholin-2-yl)methyl (4-(1-(2,2,2-trifluoroacetyl)piperidin-4-yl)piperazin-1-yl)phosphonochloridate FC(C(=O)N1CCC(CC1)N1CCN(CC1)P(OCC1CN(CC(O1)N1C(NC(C(=C1)C)=O)=O)C(C1=CC=CC=C1)(C1=CC=CC=C1)C1=CC=CC=C1)(=O)Cl)(F)F